F[C@H]1[C@@H]2CC[C@H](C[C@H]1N(C1=CC=C(N=N1)C=1C=C3C=CC=NC3=CC1O)C)N2 6-(6-(((1S,2S,3R,5R)-2-fluoro-8-azabicyclo[3.2.1]octan-3-yl)(methyl)amino)pyridazin-3-yl)quinolin-7-ol